3-((5-fluoro-4-(2-(3-oxomorpholino)pyridin-4-yl)pyrimidin-2-yl)amino)cyclohexane-1-carboxylic acid FC=1C(=NC(=NC1)NC1CC(CCC1)C(=O)O)C1=CC(=NC=C1)N1C(COCC1)=O